2-O-propyl-3-O-(2-hydroxyisobutyl)ascorbic acid C(CC)OC=1C(=O)O[C@@H](C1OCC(C)(C)O)[C@@H](O)CO